4-bromo-7-sulfonyl-2,3-dihydro-1H-inden-1-one BrC=1C=2CCC(C2C(CC1)=S(=O)=O)=O